Methyl 5-((tetrahydrofuran-2-yl)methoxy)benzoate O1C(CCC1)COC=1C=CC=C(C(=O)OC)C1